ClC=1N=C(C2=C(N1)N(C=C2)C2=CC=CC=C2)C2=C(SC=C2)C=NCCCN(C)C 2-Chloro-4-{2-[(3-dimethylaminopropyl)iminomethyl]thien-3-yl}-7-phenyl-7H-pyrrolo[2,3-d]pyrimidine